N-(3-(5-chloro-2-methoxyphenyl)-1-((3S,4R)-4-hydroxytetrahydrofuran-3-yl)-1H-pyrazol-4-yl)pyrazolo[1,5-a]pyrimidine-3-carboxamide ClC=1C=CC(=C(C1)C1=NN(C=C1NC(=O)C=1C=NN2C1N=CC=C2)[C@H]2COC[C@@H]2O)OC